F[P-](F)(F)(F)(F)F.ClC=1N(CC[N+]1C)C 2-chloro-4,5-dihydro-1,3-dimethyl-1H-imidazolium hexafluorophosphate